FC1=C(OCCN2CCN(CC2)C(C)=O)C=CC(=C1)[N+](=O)[O-] 1-(4-(2-(2-fluoro-4-nitrophenoxy)ethyl)piperazin-1-yl)ethan-1-one